platinum rhenium palladium rhodium [Rh].[Pd].[Re].[Pt]